C1(=CC=CC=C1)C1=C(C(C2(C(C3(C(C(C(C(C3=CC2=C1)([2H])[2H])([2H])[2H])([2H])[2H])([2H])[2H])[2H])([2H])[2H])[2H])[2H])C1=C(C=CC=C1)C1=COC=2C1=CC=C1C2C=CC2=CC=CC=C21 phenyl[(naphthobenzofuranyl)phenyl]anthracene-d13